NC=1C(=NC(=CC1Cl)Cl)C(=O)OC methyl 3-amino-4,6-dichloropyridine-2-carboxylate